1,3-dioxoisoindolin-2-yl (1S,2S)-2-(4-cyano-3-fluorophenyl)cyclopropane-1-carboxylate C(#N)C1=C(C=C(C=C1)[C@@H]1[C@H](C1)C(=O)ON1C(C2=CC=CC=C2C1=O)=O)F